OCC1=CC=C(C=C1)CO 1,4-dihydroxylmethyl-benzene